tert-butyl (1s,3r,5s)-3-{[(3-chloro-6-methoxypyridin-2-yl) oxy] methyl}-2-azabicyclo[3.1.0]hexane-2-carboxylate ClC=1C(=NC(=CC1)OC)OC[C@@H]1N([C@H]2C[C@H]2C1)C(=O)OC(C)(C)C